C12CN(CC2C1)C1=NC(=CC(=N1)C1=NN=C(O1)C1=C(C=C(C=C1)NS(=O)(=O)CCO)N1CCC2(CC2)CC1)C N-(4-(5-(2-(3-azabicyclo[3.1.0]hexan-3-yl)-6-methylpyrimidin-4-yl)-1,3,4-oxadiazol-2-yl)-3-(6-azaspiro[2.5]octan-6-yl)phenyl)-2-hydroxyethane-1-sulfonamide